3,4-dichloroisothiazole-5-carbonitrile ClC1=NSC(=C1Cl)C#N